C[NH2+]CCCC(=O)[O-] The molecule is an amino acid zwitterion resulting from the transfer of a proton from the carboxy group to the amino group of 4-(methylamino)butyric acid. It is a tautomer of a 4-(methylamino)butyric acid.